hydroxymethylbilane C1=C(C(=C(N1)CC2=C(C(=C(N2)CC3=C(C(=C(N3)CC4=C(C(=C(N4)CO)CC(=O)O)CCC(=O)O)CC(=O)O)CCC(=O)O)CC(=O)O)CCC(=O)O)CC(=O)O)CCC(=O)O